C(CCCCCCCC)C1(CCCCC1)O nonyl-cyclohexanol